Cl.C(C1=CC=CC=C1)OC=1C=C(C=C(C1)C=1C=NN(C1)C)[C@@H](C)N (1R)-1-[3-benzyloxy-5-(1-methylpyrazol-4-yl)phenyl]ethylamine hydrochloride